thiofructose OCC(=S)[C@@H](O)[C@H](O)[C@H](O)CO